CN([C@@H](CC(C)C)C(=O)O)C([C@@H](NC(C(F)(F)F)=O)C)=O N-methyl-N-((2,2,2-trifluoroacetyl)-L-alanyl)-L-leucine